4-[(6-methyl-2-pyridinyl)sulfanyl]benzoic acid CC1=CC=CC(=N1)SC1=CC=C(C(=O)O)C=C1